CC1C2=CC=CC(C=3N(N=C4C=CC(OCCCNC(O1)=O)=CC34)COCC[Si](C)(C)C)=N2 7-methyl-20-{[2-(trimethylsilyl)ethoxy]methyl}-8,14-dioxa-10,19,20,23-tetraazatetracyclo[13.5.2.12,6.018,21]tricosa-1(21),2(23),3,5,15(22),16,18-heptaen-9-one